N-((2-(6-(4-fluoro-2-(4-methyl-4H-1,2,4-triazol-3-yl)phenyl)-1-oxoisoindolin-2-yl)-6-methylpyridin-4-yl)methyl)-2-methylpropane-2-sulfinamide FC1=CC(=C(C=C1)C1=CC=C2CN(C(C2=C1)=O)C1=NC(=CC(=C1)CNS(=O)C(C)(C)C)C)C1=NN=CN1C